FC1(CC(C1)C#N)F 3,3-Difluorocyclobutanecarbonitrile